C(C)(C)(C)C1=C(C=C)C=CC=C1 ortho-t-butylstyrene